(R)-4-(2,5-difluorophenyl)-6-(2-(trifluoromethyl)pyrrolidin-1-yl)pyrimidin-5-amine FC1=C(C=C(C=C1)F)C1=NC=NC(=C1N)N1[C@H](CCC1)C(F)(F)F